(20R)-3-(cyclopropylmethyl)-11,17-difluoro-20-methyl-21-oxa-3,4,9,24-tetraazapentacyclo[20.3.1.02,6.08,13.014,19]hexacosa-1(25),2(6),4,8(13),9,11,14,16,18,22(26),23-undecaen-23-amine C1(CC1)CN1C=2C3=CN=C(C(O[C@@H](C4=CC(=CC=C4C=4C=C(C=NC4CC2C=N1)F)F)C)=C3)N